(4S)-4-(2,3-dichloro-6-hydroxyphenyl)-1-(2-methoxyethyl)pyrrolidin-2-one ClC1=C(C(=CC=C1Cl)O)[C@@H]1CC(N(C1)CCOC)=O